PHThALAZINONE OC1N=NC=C2C=CC=CC=12